COC1=CC(=C(C(=C1)C)O)C 4-methoxy-2,6-dimethyl-phenol